N-(4-(bicyclo[3.1.1]heptan-3-yloxy)-3-fluoro-5-hydroxyphenyl)-2-(3-methoxy-3-methylazetidin-1-yl)-5-(2,2,2-trifluoroethyl)oxazole-4-carboxamide C12CC(CC(C1)C2)OC2=C(C=C(C=C2O)NC(=O)C=2N=C(OC2CC(F)(F)F)N2CC(C2)(C)OC)F